C(C)(=O)C1=NC(=CC(=C1)C#N)C(C)=O 2,6-diacetyl-4-cyanopyridine